3,4-bis(diethylphosphino)-2-cyclopentyl-thiophene C(C)P(C1=C(SC=C1P(CC)CC)C1CCCC1)CC